O=C(CCCCCCCCCC(=O)OCCCCCCC)CCCCCCCCCCCC heptyl 11-oxotricosanoate